C(=O)(O)CN1C(N([C@H]2[C@H](OC)[C@H](O)[C@@H](CO)O2)C=CC1=O)=O 3-carboxymethyl-2'-O-methyluridine